C(N)(=O)[C@@H]1C[C@@]2(CN1)C(NC1=CC=C(C=C12)Cl)=O (3R,5'S)-5'-carbamoyl-5-chloro-2-oxospiro[indoline-3,3'-pyrrolidine]